2-(3-(4,4,5,5-tetramethyl-1,3,2-dioxaborolan-2-yl)phenyl)oxazole CC1(OB(OC1(C)C)C=1C=C(C=CC1)C=1OC=CN1)C